N-(5-((6-((R)-3-(3,5-difluorophenyl)isoxazolidine-2-yl)pyrimidine-4-yl)amino)-4-methoxy-2-morpholinophenyl)acrylamide FC=1C=C(C=C(C1)F)[C@@H]1N(OCC1)C1=CC(=NC=N1)NC=1C(=CC(=C(C1)NC(C=C)=O)N1CCOCC1)OC